COC=1C=C(C=C(C1)OC)C1CCC=2C(=NNC2C1)C1=NNC=C1[N+](=O)[O-] 6-(3,5-dimethoxyphenyl)-3-(4-nitro-1H-pyrazol-3-yl)-4,5,6,7-tetrahydro-1H-indazole